ClC1=C(OC2=CC(=CN=N2)C(C)C)C(=CC(=C1)C1=NC(=NC(=C1)OC)OC)Cl 6-[2,6-dichloro-4-(2,6-dimethoxypyrimidin-4-yl)phenoxy]-4-isopropylpyridazin